racemic-ketoprofen ethyl ester C(C)OC(=O)[C@H](C)C1=CC(C(=O)C2=CC=CC=C2)=CC=C1 |r|